2-(6-(cyclopropyl((1R,3s,5S)-1,5-dimethyl-9-azabicyclo[3.3.1]nonan-3-yl)amino)pyridazin-3-yl)-3,4-difluoro-5-(6-methoxypyridazin-4-yl)phenol C1(CC1)N(C1=CC=C(N=N1)C1=C(C=C(C(=C1F)F)C1=CN=NC(=C1)OC)O)C1C[C@]2(CCC[C@@](C1)(N2)C)C